7-cyclopropyl-2-(5-fluoro-1,3-benzoxazol-2-ylamino)-1,3-benzoxazole-5-carboxylic acid C1(CC1)C1=CC(=CC=2N=C(OC21)NC=2OC1=C(N2)C=C(C=C1)F)C(=O)O